3-(3,4-dimethoxyphenoxy)-2-(3-methoxyphenyl)quinoline COC=1C=C(OC=2C(=NC3=CC=CC=C3C2)C2=CC(=CC=C2)OC)C=CC1OC